FC12CC(C1)(C2)CCCCCCCCCCCCCCCCCCCCCCCC(=O)N 24-(3-fluorobicyclo[1.1.1]pentan-1-yl)tetracosanamide